N1(CCCC1)CN1C2=CC=CC=C2C=2C=CC=CC12 9-(pyrrolidin-1-ylmethyl)-9H-carbazole